[C@@]12(C(CC(CC1)C2(C)C)O)C (1S)-(-)-borneol